ClC=1C=C2C=C(NC2=CC1OCC1=CC(=NO1)C)CNC(=O)[C@H]1NCC(C1)(F)F (S)-N-((5-chloro-6-((3-methylisoxazol-5-yl)methoxy)-1H-indol-2-yl)methyl)-4,4-difluoropyrrolidine-2-carboxamide